C1(CCCCC1)[C@@H](C(=O)NC=1C=C2CC(CC2=CC1)(N1CC2(CCC2)CNC1=O)C(NC)=O)NC(=O)C1=CC=NN1C N-((1S)-1-cyclohexyl-2-((2-(methylcarbamoyl)-2-(7-oxo-6,8-diazaspiro[3.5]nonan-6-yl)-2,3-dihydro-1H-inden-5-yl)amino)-2-oxoethyl)-1-methyl-1H-pyrazole-5-carboxamide